C(C(=C)C)(=O)OCCC1=CC=C(C=C1)NC1=CC=C(C=2C(C3=CC=CC=C3C(C12)=O)=O)NC1=CC=C(C=C1)CCOC(C(=C)C)=O 1,4-bis[4-(2-methacryloxyethyl)phenylamino]-9,10-anthraquinone